C(C)(=O)NCC1=[N+](C=CC(=C1)C(=O)N1C(CN(CC1)[C@@H](C)C(NC1=NC=C(C=C1)OC1=CC=C(C=C1)F)=O)(C)C)[O-] 2-(acetamidomethyl)-4-{4-[(1S)-1-{[5-(4-fluorophenoxy)pyridin-2-yl]carbamoyl}ethyl]-2,2-dimethylpiperazine-1-carbonyl}pyridin-1-ium-1-olate